FC=1C=CC2=C(CCO2)C1CNC1=NC=C(C=2N1C=NN2)C=2C=1N(C(=CC2)[C@H](CC)O)N=CN1 (S)-1-(8-(5-(((5-fluoro-2,3-dihydrobenzofuran-4-yl)methyl)amino)-[1,2,4]triazolo[4,3-c]pyrimidin-8-yl)-[1,2,4]triazolo[1,5-a]pyridin-5-yl)propan-1-ol